N1C=CC2=CC=CC=C12.P phosphine compound with indole